C(#N)C1=CC(=C(COC2=CC(=CC(=N2)C2=CC(=C(CC3=NC4=C(N3CCOC)C=C(C=C4)C(=O)O)C=C2F)F)OC)C=C1)F 2-(4-(6-((4-cyano-2-fluorobenzyl)oxy)-4-methoxypyridin-2-yl)-2,5-difluorobenzyl)-1-(2-methoxyethyl)-1H-benzo[d]imidazole-6-carboxylic acid